C(C1=CC=CC=C1)OC(=O)N1CCC(CC1)NCCCC1=CC=C(C=C1)F N-[1-(benzyloxycarbonyl)-4-piperidyl]-3-(4-fluorophenyl)propylamine